1-(2,6-dichlorophenyl)-4-((1-(pyridin-2-yl)-1H-pyrazol-3-yl)amino)-1H-pyrazole-3-carboxamide ClC1=C(C(=CC=C1)Cl)N1N=C(C(=C1)NC1=NN(C=C1)C1=NC=CC=C1)C(=O)N